C1(C=2C(C(N1)=O)=CC=CC2)=O Phthalimid